(R,S)-(9-benzyl-4-carbamoyl-1-oxo-3-thia-1,2,3,4-tetrahydrocarbazol-5-yl)oxyacetic acid C(C1=CC=CC=C1)N1C2=CC=CC(=C2C=2[C@@H](SCC(C12)=O)C(N)=O)OCC(=O)O